NC1=NNC(=N1)C1=CC2=CC=CC=C2C=C1 3-Amino-5-(2-naphthyl)-1,2,4-triazole